C(C)(C)(C)OC(=O)NC1=C(C=C(C=C1)C1=CC(=CC=C1)C(F)F)C(=O)N1[C@@H](CN(CC1)C(=O)OC(C)(C)C)C(=O)OC 1-(tert-butyl) 3-methyl (S)-4-(4-((tert-butoxycarbonyl)amino)-3'-(difluoromethyl)-[1,1'-biphenyl]-3-carbonyl)piperazine-1,3-dicarboxylate